2-(4-((2-(2,6-dioxopiperidin-3-yl)-1,3-dioxoisoindol-4-yl)amino)butoxy)-N,2-dimethylpropionamide O=C1NC(CCC1N1C(C2=CC=CC(=C2C1=O)NCCCCOC(C(=O)NC)(C)C)=O)=O